C(=O)(O)CN(CC(=O)O)CC N-(carboxymethyl)-N-ethyl-glycine